piperazine-d N1(CCNCC1)[2H]